5-(3-(3-methyl-2-oxoimidazolidin-1-yl)piperidin-1-yl)pyrazine-2-carbonitrile CN1C(N(CC1)C1CN(CCC1)C=1N=CC(=NC1)C#N)=O